FC(CC(=O)O[C@H]1[C@H](NC[C@@H]1O)CC1=CC=C(C=C1)OC)(F)F (2R,3S,4S)-4-hydroxy-2-[(4-methoxyphenyl)methyl]pyrrolidin-3-yl 3,3,3-trifluoropropanoate